FC=1C(=NC=CC1)CNC(=O)C=1N=C(OC1)CCNCCC1=NC2=C(N1CCOC(C)C)C=C1C(=C2)OCCO1 N-((3-fluoropyridin-2-yl)methyl)-2-(2-((2-(1-(2-isopropoxyethyl)-6,7-dihydro-1H-[1,4]dioxino[2',3':4,5]benzo[1,2-d]imidazol-2-yl)ethyl)amino)ethyl)oxazole-4-carboxamide